pinanyl-thiazole methyl-1-(2-amino-2-(7-oxabicyclo[2.2.1]heptan-1-yl)ethyl)-5-bromo-3,3-difluoro-1,2,3,4-tetrahydrothieno[3,4-b]pyridine-7-carboxylate hydrochloride Cl.COC(=O)C=1SC(=C2C1N(CC(C2)(F)F)CC(C21CCC(CC2)O1)N)Br.C12(C(CCC(C1(C)C)C2)C)C=2SC=CN2